5-chloro-1-((tetrahydro-2H-pyran-4-yl)methyl)-1H-indole-3-carboxylic acid ClC=1C=C2C(=CN(C2=CC1)CC1CCOCC1)C(=O)O